COC1=C(C(=CC=C1)OC)C1=CNC(=C1)CC1=CC=C(C=C1)C=1N(C=C(N1)C(F)(F)F)C 3-(2,6-Dimethoxyphenyl)-5-(4-(1-methyl-4-(trifluoromethyl)-1H-imidazol-2-yl)benzyl)pyrrole